ClC1=C(C=CC=C1)C=1C(=CN(C1)C1=CC(=NC=C1C)NC(CCOC)=O)C(=O)N 4-(2-chlorophenyl)-1-[2-[(3-methoxy-1-oxopropyl)amino]-5-methyl-4-pyridinyl]-1H-pyrrole-3-carboxamide